CC1(OC2=CC(=CC=C2C(C1)=O)C#N)C 2,2-dimethyl-4-oxochroman-7-carbonitrile